ClC(=O)N([C@H](C(=O)OC(C)C)CC(C)C)C isopropyl (2S)-2-[chlorocarbonyl (methyl) amino]-4-methylpentanoate